COC(=O)C=1C(=CC(=C2C1CCO2)C2=CC=C(C=C2)OC(F)(F)F)Br 5-bromo-7-(4-(trifluoromethoxy)phenyl)-2,3-dihydrobenzofuran-4-carboxylic acid methyl ester